2-(4-acetylpiperazin-1-yl)quinoline-6-carbaldehyde C(C)(=O)N1CCN(CC1)C1=NC2=CC=C(C=C2C=C1)C=O